ClC1=CC=C(C=C1)NNC(=O)C1=NC=CC=C1 N'-p-chlorophenyl-2-pyridinecarbohydrazide